6-isopentyladenine C(CC(C)C)C1(C2=NC=NC2=NC=N1)N